BrC1=C(N=C2N(C1=O)C=CS2)N[C@@H]2C[C@@H](CN(C2)C)C2=CC=C(OCCCCOC1=C3C(N(C(C3=CC=C1)=O)C1C(NC(CC1)=O)=O)=O)C=C2 4-[4-[4-[(3R,5R)-5-[(6-bromo-5-oxo-thiazolo[3,2-a]pyrimidin-7-yl)amino]-1-methyl-3-piperidyl]phenoxy]butoxy]-2-(2,6-dioxo-3-piperidyl)isoindoline-1,3-dione